C(C)(C)(C)OC(=O)N1C[C@H](CCC1)C1=CC2=C(N=CN=C2N[C@H](C)C2=CC(=CC=C2)C(F)(F)F)N(C1=O)C (R)-3-(8-methyl-7-oxo-4-(((R)-1-(3-(trifluoromethyl)phenyl)ethyl)amino)-7,8-dihydropyrido[2,3-d]pyrimidin-6-yl)piperidine-1-Carboxylic acid tert-butyl ester